N[C@H](CN(CC(=O)O)C(CN1C=2N=C(NC(C2N=C1)=O)N)=O)CCCCNC(=N)N (S)-N-(2-amino-6-guanidinohexyl)-N-(2-(2-amino-6-oxo-1,6-dihydro-9H-purin-9-yl)acetyl)glycine